(4-(tributylstannyl)pyrimidin-2-yl)-5,6-dihydro-4H-pyrrolo[1,2-b]pyrazol-3-amine C(CCC)[Sn](C1=NC(=NC=C1)C=1C(=C2N(N1)CCC2)N)(CCCC)CCCC